CC1(OC=2C=C(C=C(C2C2=C1C=CC(=C2)C)O)C(C)C(CCCCC)C)C 6,6,9-Trimethyl-3-(3-methyloctan-2-yl)benzo[c]chromen-1-ol